ClC=1C(=C(C=CC1)[C@H](C(F)(F)F)NC=1C2=C(N=CN1)C=CC(=N2)O[C@@H]2CNCC2)F N-((R)-1-(3-Chloro-2-fluorophenyl)-2,2,2-trifluoroethyl)-6-(((S)-pyrrolidin-3-yl)oxy)pyrido[3,2-d]pyrimidin-4-amine